6-(4-methoxyphenyl)-2-phenyl-4,5-dihydropyridazin-3(2H)-one COC1=CC=C(C=C1)C=1CCC(N(N1)C1=CC=CC=C1)=O